FC=1C=C2C=CC(=CC2=CC1)N1C=2C(C3=CC(=CC=C13)C(=O)O)=CN(N2)C 8-(6-fluoronaphthalen-2-yl)-2-methyl-2H,8H-pyrazolo[3,4-b]indole-5-carboxylic acid